BrCCC1=NC=CC=C1CBr 2-(2-bromoethyl)-3-(bromomethyl)pyridine